(R)-5-(5-((2-(4-methylpiperazin-1-yl)pyridin-4-yl)amino)-1H-pyrrolo[2,3-b]pyridin-3-yl)-N-(1,1,1-trifluoropropan-2-yl)pyrazolo[1,5-a]pyridine-3-carboxamide CN1CCN(CC1)C1=NC=CC(=C1)NC=1C=C2C(=NC1)NC=C2C2=CC=1N(C=C2)N=CC1C(=O)N[C@@H](C(F)(F)F)C